C(C)(=O)OCC(=O)N(CC(CNC(=O)OC(C)(C)C)CO)[C@H](C(C)(C)C)C=1N(C=C(N1)C1=C(C=CC(=C1)F)F)CC1=CC=CC=C1 2-({(1R)-1-[1-benzyl-4-(2,5-difluorophenyl)-1H-imidazol-2-yl]-2,2-dimethylpropyl} {3-[(tert-butoxycarbonyl)amino]-2-(hydroxymethyl)propyl} amino)-2-oxoethyl acetate